2-(1-Hydroxyethyl)-5-[6-[(6-methylpyridazin-3-yl)amino]imidazo[4,5-b]pyridin-3-yl-phenyl]-5-methyl-pyrazole-3-carbonitrile OC(C)N1NC(C=C1C#N)(C)C1=C(C=CC=C1)N1C=NC=2C1=NC=C(C2)NC=2N=NC(=CC2)C